C(C)(C)C1(NC(C=2N1C(C(=CC2)NC2=NC=NC=C2)=O)=O)C 3-isopropyl-3-methyl-6-(pyrimidin-4-ylamino)-2,3-dihydroimidazo[1,5-a]pyridine-1,5-dione